(1R,3S,4R)-2-((R)-2-((3-chlorophenyl)amino)-3-cyclopropylpropanoyl)-N-((R)-1-cyano-2-((R)-2-oxopiperidin-3-yl)ethyl)-5,5-difluoro-2-azabicyclo[2.2.2]octane-3-carboxamide ClC=1C=C(C=CC1)N[C@@H](C(=O)N1[C@H]2CC([C@@H]([C@H]1C(=O)N[C@H](C[C@@H]1C(NCCC1)=O)C#N)CC2)(F)F)CC2CC2